[Si](C)(C)(C(C)(C)C)OCC=1C=C(C=C(C1)CO[Si](C)(C)C(C)(C)C)NC(C1=CC=C(C=C1)C)=O 3,5-bis-(tert-butyldimethylsilyloxymethyl)-1-p-methylbenzamido-benzene